N-[5-(1H-benzimidazol-2-yl)-1-[(4-methoxyphenyl)methyl]pyrazol-3-yl]-2-chloro-pyrimidine-5-carboxamide N1C(=NC2=C1C=CC=C2)C2=CC(=NN2CC2=CC=C(C=C2)OC)NC(=O)C=2C=NC(=NC2)Cl